N[C@@H](C1CCN(CC1)C(=O)[C@@H]1CNCC1)C1=C(C=C(C(=C1)Cl)Cl)O (4-((S)-amino(4,5-dichloro-2-hydroxyphenyl)methyl)piperidin-1-yl)((S)-pyrrolidin-3-yl)methanone